[3,5-dichloro-4-[(7-iodo-5-[[2-(trimethylsilyl)-ethoxy]methyl]pyrrolo[2,3-b]pyrazin-2-yl)oxy]phenyl]-N,N-dimethyl-methanimidamide ClC=1C=C(C=C(C1OC=1N=C2C(=NC1)N(C=C2I)COCC[Si](C)(C)C)Cl)C(N(C)C)=N